The molecule is an alpha-amino-acid anion that is the conjugate base of 2,4-diaminopentanoic acid. It derives from a valerate. It is a conjugate base of a 2,4-diaminopentanoic acid. CC(CC(C(=O)[O-])N)N